FC1=CC=C(C=C1)[C@@H]1CNCC1 R-3-(4-fluorophenyl)pyrrolidine